4-[1-[2-[5-cyclopropyl-3-(difluoromethyl)pyrazol-1-yl]acetyl]-4-piperidinyl]-N-tetrahydronaphthalene-1-yl-pyridine-2-carboxamide C1(CC1)C1=CC(=NN1CC(=O)N1CCC(CC1)C1=CC(=NC=C1)C(=O)NC1CCCC2=CC=CC=C12)C(F)F